C1(CC(C(CC1)C(C)C)OC1C=C(C(O1)=O)Br)C 5-menthoxy-3-bromo-2(5H)furanone